5-((S)-2,2-dimethyltetrahydro-2H-pyran-4-yl)-1-((1S,2S)-2-((methoxy-d3)methyl)-1-(5-carbonyl-4,5-dihydro-1,2,4-oxadiazol-3-yl)cyclopropyl)-1H-indole-2-carboxylic acid CC1(OCC[C@@H](C1)C=1C=C2C=C(N(C2=CC1)[C@@]1([C@H](C1)COC([2H])([2H])[2H])C1=NOC(N1)=C=O)C(=O)O)C